C1=CC(=NC(=C1)Cl)C(Cl)(Cl)Cl The molecule is a chloropyridine that is 2-chloropyridine which is substituted by a trichloromethyl group at position 6. It is a nitrification inhibitor that is co-applied with nitrogen fertilizer in agroecosystems. It has a role as a nitrification inhibitor, an antibacterial agent and an agrochemical.